2-(6-{5-chloro-2-[(oxacyclohex-4-yl)amino]pyrimidin-4-yl}-1-oxo-2,3-dihydro-1H-isoindol-2-yl)-N-[(4-cyclopropylphenyl)methyl]acetamide ClC=1C(=NC(=NC1)NC1CCOCC1)C1=CC=C2CN(C(C2=C1)=O)CC(=O)NCC1=CC=C(C=C1)C1CC1